3-(2-naphthyl)alanyl-amide C1=C(C=CC2=CC=CC=C12)C[C@H](N)C(=O)[NH-]